FC1=C(C(=C(C(=C1C(C(=O)[O-])=C)F)F)F)F pentafluorophenyl-acrylate